FC(C=1C=C(C=C(C1)C(F)(F)F)C1=NN(C=N1)C1=C(C=NN1C)[N+](=O)[O-])(F)F 3-(3,5-bis(trifluoromethyl)phenyl)-1-(1-methyl-4-nitro-1H-pyrazol-5-yl)-1H-1,2,4-triazole